2-(2-amino-6-((4-hydroxypyridin-2-yl)amino)-9H-purin-9-yl)-N-(1-ethyl-3-methyl-1H-pyrazol-5-yl)acetamide NC1=NC(=C2N=CN(C2=N1)CC(=O)NC1=CC(=NN1CC)C)NC1=NC=CC(=C1)O